Methyl-Phosphonat CP([O-])([O-])=O